Epoxyazobenzene N(=NC1=C2C(=CC=C1)O2)C2=C1C(=CC=C2)O1